C1(CC1)C=1C=NC=2N(C1)C=C(N2)COC=2C=C(N=NC2)NC(=O)[C@@H]2[C@H](C2)C2=NC=CC(=N2)C (1s,2s)-N-(5-((6-cyclopropylimidazo[1,2-a]pyrimidin-2-yl)methoxy)pyridazin-3-yl)-2-(4-methylpyrimidin-2-yl)cyclopropane-1-carboxamide